BrC(CCCCCCCCCP(O)(O)=O)CC 10-bromododecylphosphonic acid